C(C[C@H](C(=O)O)N)C[C@@H](C(=O)O)N meso-2,6-diaminopimelate